COC1=CC2=C(C=3CCOC31)C=C(S2)C(CCC(=O)OCC)=O ethyl 4-(4-methoxy-1,2-dihydrothieno[3,2-e]benzofuran-7-yl)-4-oxobutanoate